FC(C=1C=C(\C=C\2/CCN3C2=NC=2C=CC=CC2C3=O)C=C(C1)C(F)(F)F)(F)F (E)-3-(3,5-bis(trifluoromethyl)benzylidene)-2,3-dihydropyrrolo[2,1-b]quinazolin-9(1H)-one